1,2,4,5-tetraaminocyclohexane NC1C(CC(C(C1)N)N)N